OC1=C(C=C(C=C1C)C1=CN=NC2=CC=CC=C12)C 4-(4-hydroxy-3,5-dimethylphenyl)-cinnoline